N2-(3,5-difluorophenyl)-5-(1-(piperidin-4-yl)-1H-pyrazol-4-yl)-N4-(1,2,3,4-tetrahydroisoquinolin-7-yl)pyrimidine-2,4-diamine FC=1C=C(C=C(C1)F)NC1=NC=C(C(=N1)NC1=CC=C2CCNCC2=C1)C=1C=NN(C1)C1CCNCC1